(5Z)-5-(1H-Indazol-5-ylmethylene)-3-methyl-2-(2-pyridylamino)imidazol-4-one N1N=CC2=CC(=CC=C12)\C=C/1\C(N(C(=N1)NC1=NC=CC=C1)C)=O